BrC1=CC=C2C(=C(C=NC2=C1)I)NCC1=CC=C(C=C1)OC 7-bromo-3-iodo-N-(4-methoxybenzyl)quinolin-4-amine